N-(pyrimidin-5-ylmethyl)acetamide N1=CN=CC(=C1)CNC(C)=O